[I-].[I-].C(CC)[PH+](CCC)CCC.C(CC)[PH+](CCC)CCC tripropylphosphonium diiodide